C(N)(=O)C1=C(C=CC=C1)NC(C1=CC(=CC(=C1)C(F)(F)F)C(F)(F)F)=O N-(2-carbamoylphenyl)-3,5-bistrifluoromethyl-benzamide